L-lysine zinc sulfate S(=O)(=O)([O-])[O-].[Zn+2].N[C@@H](CCCCN)C(=O)O